(3S,4R)-4-((4-(3-(((3,3-difluorocyclobutyl)amino)methyl)-8-fluoro-4-isopropylquinolin-6-yl)-5-fluoropyrimidin-2-yl)amino)tetrahydro-2H-pyran-3-ol FC1(CC(C1)NCC=1C=NC2=C(C=C(C=C2C1C(C)C)C1=NC(=NC=C1F)N[C@H]1[C@@H](COCC1)O)F)F